2-Amino-4-(3-((S)-3-(dimethylamino)-3-methylpyrrolidin-1-yl)-5-fluoro-7,9-dihydrofuro[3,4-f]quinazolin-6-yl)-7-fluorothieno[3,2-c]pyridine-3-carbonitrile NC1=C(C=2C(=NC=C(C2S1)F)C=1C2=C(C=3C=NC(=NC3C1F)N1C[C@@](CC1)(C)N(C)C)COC2)C#N